methyl 4-(2-(2-(3-(3-bromophenyl)-3-oxopropyl)-5-oxopyrazolidin-1-yl)ethyl)-2,6-difluorobenzoate BrC=1C=C(C=CC1)C(CCN1N(C(CC1)=O)CCC1=CC(=C(C(=O)OC)C(=C1)F)F)=O